NC=1C(=NC(=C(N1)C1=CC=C(C=C1)F)C1=CC(=NC(=C1)C)C)C(=O)NCC1=C(C=CC(=C1)F)OC 3-amino-6-(2,6-dimethylpyridin-4-yl)-N-(5-fluoro-2-methoxybenzyl)-5-(4-fluorophenyl)pyrazine-2-carboxamide